[Si](C1=CC=CC=C1)(C1=CC=CC=C1)(C(C)(C)C)OCC1=NN(C(=N1)C1=NC(=NC=C1F)Cl)C 4-(3-(((tert-butyldiphenylsilyl)oxy)methyl)-1-methyl-1H-1,2,4-triazol-5-yl)-2-chloro-5-fluoropyrimidine